NN1CCC(CC1)CO (1-Aminopiperidin-4-yl)methanol